NC1=CC=C(C=C1)C1=CC=C(C=N1)C(=O)NCC=1C=NC=CC1 6-(4-aminophenyl)-N-(3-pyridylmethyl)pyridine-3-carboxamide